(S)-3-amino-3-(4-(methylsulfonyl)phenyl)propanenitrile hydrochloride Cl.N[C@@H](CC#N)C1=CC=C(C=C1)S(=O)(=O)C